C(C)(C)(C)C1=C(C=C(C(=C1)C(C)(C)C)N)N 4,6-di-tertbutyl-m-phenylenediamine